(2s,3r)-3-amino-2-hydroxy-4-phenylbutyrate N[C@@H]([C@@H](C(=O)[O-])O)CC1=CC=CC=C1